CN1C2=C(C3=C1C(N(N=C3)CC3=NN(C=C3C(=O)O)C3OCCCC3)=O)CCN(C2)S(=O)(=O)C 3-((5-methyl-7-(methylsulfonyl)-4-oxo-4,5,6,7,8,9-hexahydro-3H-pyrido[4',3':4,5]pyrrolo[2,3-d]pyridazin-3-yl)methyl)-1-(tetrahydro-2H-pyran-2-yl)-1H-pyrazole-4-carboxylic acid